FC(C(=O)NC1CN(C1)C=1C2=C(N=C(N1)C1=CC=C(C=C1)C(F)(F)F)N=CC=C2)=C 2-fluoro-N-(1-(2-(4-(trifluoromethyl)phenyl)pyrido[2,3-d]pyrimidin-4-yl)azetidin-3-yl)acrylamide